C(C)(=O)N[C@@H](CCN1C2CC(CC1CC2)N2C(=NC1=C2CN(CC1)C(=O)OC)C)C1=CC(=CC=C1)F methyl 3-endo-{8-[(3S)-3-(acetamido)-3-(3-fluorophenyl)propyl]-8-azabicyclo[3.2.1]oct-3-yl}-2-methyl-4,5,6,7-tetrahydro-3H-imidazo[4,5-c]pyridine-5-carboxylate